ClC=1C=CC(=C(C1)C1=CC(=NC=C1C(=O)NC=1SC(=NN1)OCC1=NC=C(C=C1)C(C)(C)O)C)OC 4-(5-chloro-2-methoxyphenyl)-N-(5-((5-(2-hydroxy-prop-2-yl)pyridin-2-yl)methoxy)-1,3,4-thiadiazol-2-yl)-6-methylnicotinamide